4-bromo-2-(carboxycarbonyl)-6-pivalamidobenzoic acid BrC1=CC(=C(C(=O)O)C(=C1)NC(C(C)(C)C)=O)C(=O)C(=O)O